N1N=CC2=CC=C(C=C12)CN(C=1SC=C(N1)CCN1CCOCC1)CC1=CC(=CC=C1)OC N-((1H-indazol-6-yl)methyl)-N-(3-methoxybenzyl)-4-(2-morpholinoethyl)thiazol-2-amine